(2-fluoro-6-methylphenyl)-3-(4-(4-methylpiperazin-1-yl)phenyl)-1H-pyrazolo[3,4-c]pyridine FC1=C(C(=CC=C1)C)N1N=C(C=2C1=CN=CC2)C2=CC=C(C=C2)N2CCN(CC2)C